tert-butyl (S)-(1-(1-(2-(1H-pyrrol-1-yl)acetamido)-3-(p-tolyl)propan-2-yl)-3-(4-methylbenzyl)-1,3-dihydro-2H-benzo[d]imidazol-2-ylidene)carbamate N1(C=CC=C1)CC(=O)NC[C@H](CC1=CC=C(C=C1)C)N1C(N(C2=C1C=CC=C2)CC2=CC=C(C=C2)C)=NC(OC(C)(C)C)=O